O[C@@H]1CC[C@H](CC1)C(=O)N(C[C@@H]1CC[C@H](CC1)C1=NC(=C(C=C1)OC)C)C1=CC(=CC=C1)C1=CN=C(S1)C(C)C trans-4-Hydroxy-N-(3-(2-isopropylthiazol-5-yl)phenyl)-N-((trans-4-(5-methoxy-6-methylpyridin-2-yl)cyclohexyl)methyl)cyclohexanecarboxamide